S1C=NC2=C1C=C(C=C2)\C=C/2\C(N(C(N2)=S)C2CCC2)=O (5Z)-5-(1,3-benzothiazol-6-ylmethylene)-3-cyclobutyl-2-thioxo-imidazolidin-4-one